(2R)-2-(dimethylamino)-N-(7-fluoro-2-formyl-indan-5-yl)propanamide CN([C@@H](C(=O)NC=1C=C2CC(CC2=C(C1)F)C=O)C)C